OS(=O)(=O)C(F)(F)F.CN1C=NC=C1 3-methylimidazole triflate